(S)-2-amino-3-(7-(5-hydroxypyrimidin-2-yl)-1H-indol-3-yl)propanoic acid N[C@H](C(=O)O)CC1=CNC2=C(C=CC=C12)C1=NC=C(C=N1)O